1-(2-dimethylaminoethyl)-4-ethylpiperazine CN(CCN1CCN(CC1)CC)C